2,6-bis(tribromomethyl)phenol BrC(C1=C(C(=CC=C1)C(Br)(Br)Br)O)(Br)Br